dotriacontyl tetracos-15-enoate C(CCCCCCCCCCCCCC=CCCCCCCCC)(=O)OCCCCCCCCCCCCCCCCCCCCCCCCCCCCCCCC